ClC=1C(=CC(=C(C1)NC=1N=C(C2=C(N1)NC=C2)NC=2C(=C1N=CC=NC1=CC2)P(C)(C)=O)OC)N2CCC(CC2)N2CCN(CC2)C (6-((2-((5-chloro-2-methoxy-4-(4-(4-methylpiperazin-1-yl)piperidin-1-yl)phenyl)amino)-7H-pyrrolo[2,3-d]pyrimidin-4-yl)amino)quinoxalin-5-yl)dimethylphosphine oxide